2-[(3R)-3-methylmorpholin-4-yl]-4-(6-methylpyridin-2-yl)-8-(1H-pyrazol-5-yl)-1,7-naphthyridine C[C@H]1N(CCOC1)C1=NC2=C(N=CC=C2C(=C1)C1=NC(=CC=C1)C)C1=CC=NN1